(1-methyl-1H-1,3-benzimidazol-6-yl)boranediol CN1C=NC2=C1C=C(C=C2)B(O)O